C(C)(C)(C)OC(=O)N1C(CN(CC1)C1=C(C(=NC2=CC(=C(C=C12)Cl)Br)Cl)C#N)CC#N 4-(7-bromo-2,6-dichloro-3-cyanoquinolin-4-yl)-2-(cyanomethyl)piperazine-1-carboxylic acid tert-butyl ester